3-{[2-(4-chlorophenyl)imidazo[1,2-a]pyrimidin-3-yl]methyl}-N-ethyl-N-phenyl-3,8-diaza-bicyclo[3.2.1]octane-8-carboxamide ClC1=CC=C(C=C1)C=1N=C2N(C=CC=N2)C1CN1CC2CCC(C1)N2C(=O)N(C2=CC=CC=C2)CC